ClC1=C(C=C(C=N1)C[C@@H](C(C)(C)C)N[S@@](=O)C(C)(C)C)OC (S)-N-((S)-1-(6-chloro-5-methoxypyridin-3-yl)-3,3-dimethylbut-2-yl)-2-methylpropan-2-sulfinamide